2-(5-bromo-2-pyridyl)acetonitrile BrC=1C=CC(=NC1)CC#N